COC(=O)C1OCC(C1)C1=C(N(C=2C=C3C=NN(C3=CC21)C(C(C)(C)C)=O)C2=CC(=C(C=C2)F)F)C(C)C.C(C)OC(C)C2=CC=CC1=CC=CC=C21 1-(1-ethoxyethyl)naphthalene methyl-4-[5-(3,4-difluorophenyl)-1-(2,2-dimethylpropanoyl)-6-isopropyl-pyrrolo[2,3-f]indazol-7-yl]tetrahydrofuran-2-carboxylate